ONC([C@H](CC1=CNC2=CC=CC=C12)N1N=NC(=C1)CN(C)S(=O)(=O)C=1SC(=CC1)C1=CC=CC=C1)=O (S)-N-hydroxy-3-(1H-indol-3-yl)-2-(4-((N-methyl-5-phenylthiophene-2-sulfonylamino)methyl)-1H-1,2,3-triazol-1-yl)propionamide